1-(2-(tert-Butoxy)acetyl)-N-((1S)-1-(5-((4,5-dichloro-2,3-dihydro-1H-inden-2-yl)amino)pyridin-2-yl)-2,2,2-trifluoroethyl)-N-methylazetidine-3-carboxamide C(C)(C)(C)OCC(=O)N1CC(C1)C(=O)N(C)[C@H](C(F)(F)F)C1=NC=C(C=C1)NC1CC2=CC=C(C(=C2C1)Cl)Cl